4-fluoro-2,2-dimethyl-N-(3-(1-(trifluoromethyl)cyclopropyl)propyl)-3,6-dihydropyridine-1(2H)-carboxamide FC=1CC(N(CC1)C(=O)NCCCC1(CC1)C(F)(F)F)(C)C